O1COC2=C1C=CC=C2CNCC=2C=NC1=CC=CC=C1C2 1-(1,3-benzodioxol-4-yl)-N-(3-quinolylmethyl)methanamin